methyl ((2-(3'-(7-cyano-5-((3-methyleneazetidin-1-yl) methyl) benzo[d]oxazol-2-yl)-2,2'-dimethyl-[1,1'-biphenyl]-3-yl)-6-(difluoromethoxy) benzo[d]oxazol-5-yl) methyl)-L-prolinate C(#N)C1=CC(=CC=2N=C(OC21)C=2C(=C(C=CC2)C2=C(C(=CC=C2)C=2OC1=C(N2)C=C(C(=C1)OC(F)F)CN1[C@@H](CCC1)C(=O)OC)C)C)CN1CC(C1)=C